FC=1C(=C(C=CC1F)C1C(OC(C1C)(C(F)(F)F)C)C(=O)N)OC 3-(3,4-difluoro-2-methoxyphenyl)-4,5-dimethyl-5-(trifluoromethyl)tetrahydrofuran-2-carboxamide